BrC=1C=C(C=CC1)C(C(=O)OCC)CCC(=O)OC(C)(C)C 5-(tert-butyl) 1-ethyl 2-(3-bromophenyl)pentanedioate